4-(hydroxymethyl)-1-naphthalonitrile OCC1=CC=C(C2=CC=CC=C12)C#N